(S)-Methyl 3-(3,5-dichlorophenyl)-3-(2-(3-(5,6,7,8-tetrahydro-1,8-naphthyridin-2-yl)propyl)-2-azaspiro[3.3]heptane-6-carboxamido)propanoate ClC=1C=C(C=C(C1)Cl)[C@H](CC(=O)OC)NC(=O)C1CC2(CN(C2)CCCC2=NC=3NCCCC3C=C2)C1